CC=1C=C(C=C(C1)C)C=1C=C2C(=NC1)NC(N2CC(=O)NC)=O 2-[6-(3,5-Dimethylphenyl)-2-oxo-3H-imidazo[4,5-b]pyridin-1-yl]-N-methyl-acetamide